N-[(1S,2S)-2-[(4-chlorophenoxy)methyl]cyclopentyl]-3-pyrimidin-2-yl-pyridine-2-carboxamide ClC1=CC=C(OC[C@@H]2[C@H](CCC2)NC(=O)C2=NC=CC=C2C2=NC=CC=N2)C=C1